4-chlorobenzyl (4-((1-(methylsulfonyl)piperidin-4-yl)methyl)phenyl)carbamate CS(=O)(=O)N1CCC(CC1)CC1=CC=C(C=C1)NC(OCC1=CC=C(C=C1)Cl)=O